[6-[2-(2,2-dimethylpropyl)tetrazol-5-yl]-5-fluoro-3-pyridyl]-[4-(5-methyloxazolo[4,5-b]pyridin-2-yl)piperazin-1-yl]methanone CC(CN1N=C(N=N1)C1=C(C=C(C=N1)C(=O)N1CCN(CC1)C=1OC=2C(=NC(=CC2)C)N1)F)(C)C